FC1=C(C=C2CCC(N(C2=C1)C)=O)C=1C=C(C=NC1)CNC(=O)C1=C(N=NC(=C1)Cl)Cl 3,6-Dichloro-pyridazine-4-carboxylic acid [5-(7-fluoro-1-methyl-2-oxo-1,2,3,4-tetrahydro-quinolin-6-yl)-pyridin-3-ylmethyl]-amide